ClC1=C(CN2C3=C(SC(C2)C)C=CC(=C3)NC(=O)NC3=CNC2=CC=CC=C32)C(=CC=C1)F 1-(4-(2-chloro-6-fluorobenzyl)-2-methyl-3,4-dihydro-2H-benzo[b][1,4]thiazin-6-yl)-3-(1H-indol-3-yl)urea